1-O-(2,5-dichloro-6-methoxybenzoyl)-D-fructose ClC1=C(C(=O)OCC(=O)[C@@H](O)[C@H](O)[C@H](O)CO)C(=C(C=C1)Cl)OC